BrC(C(=O)NC1=NC=C(C=C1)C=1SC=CC1)C 2-bromo-N-(5-(thiophen-2-yl)pyridin-2-yl)propanamide